N-(4-(5-bromo-1-((2-(trimethylsilyl)ethoxy)methyl)-1H-pyrazolo[3,4-b]pyridin-3-yl)phenyl)acetamide BrC=1C=C2C(=NC1)N(N=C2C2=CC=C(C=C2)NC(C)=O)COCC[Si](C)(C)C